(2R,5S)-5-(4-chlorobenzyl)-4-(4-(4-fluoro-1H-pyrazol-1-yl)cyclohexyl)-2-((methylsulfonyl)methyl)-morpholine hydrochloride Cl.ClC1=CC=C(C[C@H]2CO[C@H](CN2C2CCC(CC2)N2N=CC(=C2)F)CS(=O)(=O)C)C=C1